[Cl-].[Cl-].C(=C)[Zr+2](C1C=CC=C1)C1C=CC=C1 vinylbis(cyclopentadienyl)zirconium dichloride